C1(=CC=C(C=C1)[C@@H]1CCC(O1)=O)C (S)-5-(p-tolyl)dihydrofuran-2(3H)-one